SCCC[Si](OC)(OC)OC 3-MERCAPTOPROPYLTRIMETHOXYSILANE